methyl 5-(2,6-dichloro-4-fluorophenyl)-4-(3,4-dimethoxybenzyl)-3,4-dihydro-2H-benzo[b][1,4]oxazine-8-carboxylate ClC1=C(C(=CC(=C1)F)Cl)C1=CC=C(C=2OCCN(C21)CC2=CC(=C(C=C2)OC)OC)C(=O)OC